N-hydroxysuccinimide acrylate C(C=C)(=O)O.ON1C(CCC1=O)=O